NC1=C(C(=NC=C1)Cl)C=O 4-amino-2-chloropyridine-3-carbaldehyde